dodecane-1-sulfinamide C(CCCCCCCCCCC)S(=O)N